7-[(2R,3R,4S,5R)-3,4-dihydroxy-5-(hydroxymethyl)tetrahydrofuran-2-yl]-5-fluoro-3,7-dihydro-4H-pyrrolo[2,3-d]pyrimidin-4-one O[C@H]1[C@@H](O[C@@H]([C@H]1O)CO)N1C=C(C2=C1N=CNC2=O)F